1-[5-(3-fluoro-5-methylphenyl)-3-formyl-2-methylpyridin-4-yl]Piperidine FC=1C=C(C=C(C1)C)C=1C(=C(C(=NC1)C)C=O)N1CCCCC1